ClC1=CC=C(C=C1)N(C=1C=C2CCC[C@H](C2=CC1)CNC=1C=NC=CC1C(=O)O)C 3-({[(1R)-6-[(4-chlorophenyl)(methyl)amino]-1,2,3,4-tetrahydronaphthalen-1-yl]methyl}amino)pyridine-4-carboxylic acid